(3-fluoro-5-nitro-phenyl)-[(2R)-2-methylpyrrolidin-1-yl]methanone FC=1C=C(C=C(C1)[N+](=O)[O-])C(=O)N1[C@@H](CCC1)C